(7S)-7-tert-butyl-N-[(1R)-1-[6-(3-hydroxy-2-oxo-pyrrolidin-1-yl)-3-pyridyl]-3-(4-hydroxy-1-piperidyl)propyl]-5,6,7,8-tetrahydrothiazolo[5,4-b]quinoline-2-carboxamide C(C)(C)(C)[C@@H]1CC=2C=C3C(=NC2CC1)SC(=N3)C(=O)N[C@H](CCN3CCC(CC3)O)C=3C=NC(=CC3)N3C(C(CC3)O)=O